methyl 6-chloro-1-cyclopropyl-pyrrolo[2,3-b]pyridine-3-carboxylate ClC1=CC=C2C(=N1)N(C=C2C(=O)OC)C2CC2